FC(C1=CC=C2C(=CC=NC2=C1)SCC1CCC(CC1)CO)(F)F (4-(((7-(Trifluoromethyl)quinolin-4-yl)thio)methyl)cyclohexyl)methanol